C(C(=C)C)(=O)OCCCOC1=C(C=C(C=C1)C1=NN=C(S1)C1=NNC(=C1)OCC)Cl 5-(4-(3-methacryloxypropoxy)-3-chlorophenyl)-2-(5-ethoxy-3-pyrazolyl)-1,3,4-thiadiazole